ONC(=N)C1=CC2=C(CNC(C(O2)C)=O)C=C1 N-hydroxy-2-methyl-3-oxo-4,5-dihydro-2H-1,4-benzoxazepine-8-carboximidamide